benzo[d]isothiazole-7-carboxamide S1N=CC2=C1C(=CC=C2)C(=O)N